(R)-1-(aminomethyl)-4-((1-methyl-1H-pyrazol-4-yl)methyl)-N-(1-methylcyclopropyl)-5-oxo-1,2,4,5-tetrahydroimidazo[1,2-a]quinazoline-7-sulfonamide NC[C@@H]1CN=C2N1C1=CC=C(C=C1C(N2CC=2C=NN(C2)C)=O)S(=O)(=O)NC2(CC2)C